ClCCCC[NH-] chlorobutylamide